3-Methyl-5-(N-(4-(1-(tert-Butoxycarbonyl)piperidin-4-yl)phenyl)-N-phenethylsulfamoyl)benzofuran-2-carboxylic acid ethyl ester C(C)OC(=O)C=1OC2=C(C1C)C=C(C=C2)S(N(CCC2=CC=CC=C2)C2=CC=C(C=C2)C2CCN(CC2)C(=O)OC(C)(C)C)(=O)=O